C(C)(C)(C)OC(=O)N1CCC(CC1)NC1=CC(=NC(=N1)N1CCCCC1)C(=O)OC Methyl 6-((1-(tert-butoxycarbonyl)piperidin-4-yl)amino)-2-(piperidin-1-yl)pyrimidine-4-carboxylate